5-((1S,5R)-1-(1-(1-methylpiperidin-4-yl)-1H-1,2,3-triazol-4-yl)-5-(trifluoromethyl)-3-azabicyclo[3.1.0]hex-3-yl)quinoline-8-carbonitrile CN1CCC(CC1)N1N=NC(=C1)[C@@]12CN(C[C@]2(C1)C(F)(F)F)C1=C2C=CC=NC2=C(C=C1)C#N